C(C)(C)(C)OC(=O)N1CCC(CC1)C=1SC(=C(N1)C1=C(C(=CC=C1)NS(=O)(=O)C(C)CC)F)C1=NC(=NC=C1)N 4-{5-(2-aminopyrimidin-4-yl)-4-[3-(butane-2-sulfonylamino)-2-fluorophenyl]-thiazol-2-yl}-piperidine-1-carboxylic acid tert-butyl ester